BrC1=C(C(=CC=C1)OC)C(C)=O 1-(2-bromo-6-methoxyphenyl)ethan-1-one